[C-](S(=O)(=O)C(F)(F)F)(S(=O)(=O)C(F)(F)F)S(=O)(=O)C(F)(F)F Tris(trifluoromethylsulfonyl)methide